Dithiosuccinic acid C(CCC(=S)O)(=S)O